6-(4-methylphenyl)-2-(1-methyl-1H-pyrazol-4-yl)-3-oxo-2,3-dihydropyridazine-4-carboxylic acid CC1=CC=C(C=C1)C=1C=C(C(N(N1)C=1C=NN(C1)C)=O)C(=O)O